OC1(CN(C1)C(C(F)(F)F)=O)C#CC1=CC2=C(OC[C@@H](C(N2C)=O)NC(C2=NC=CC(=C2)OC2=CC=CC=C2)=O)C=C1 (S)-N-(7-((3-Hydroxy-1-(2,2,2-trifluoroacetyl)azetidin-3-yl)ethynyl)-5-methyl-4-oxo-2,3,4,5-tetrahydrobenzo[b][1,4]oxazepin-3-yl)-4-phenoxypicolinamid